3-ethynyl-5-(methylthio)pyridine C(#C)C=1C=NC=C(C1)SC